2,3,4,6-tetrachlorophenol ClC1=C(C(=CC(=C1Cl)Cl)Cl)O